Cyclononene C1=CCCCCCCC1